tert-butyl 2-chloro-8-(difluoromethyl)-8-methyl-7,8-dihydro-6H-pyrazolo[1,5-a]pyrrolo[2,3-e]pyrimidine-6-carboxylate ClC1=NN2C(N=CC3=C2C(CN3C(=O)OC(C)(C)C)(C)C(F)F)=C1